(3R)-3-amino-1-oxo-7-[5-(1,2,2,2-tetrafluoro-1-methoxy-ethyl)-1,3,4-oxadiazol-2-yl]-5-[[4-(trifluoromethoxy)phenyl]methyl]-2,3-dihydro-1lambda4,5-benzothiazepin-4-one N[C@H]1CS(C2=C(N(C1=O)CC1=CC=C(C=C1)OC(F)(F)F)C=C(C=C2)C=2OC(=NN2)C(C(F)(F)F)(OC)F)=O